CC1=NN(C=C1C1=NN2C(=NC=3C(=CC=CC3C2=N1)C(F)(F)F)NC=1C(N=CC=CC1)=O)C(C)C (3R)-3-({2-[3-methyl-1-(propan-2-yl)-1H-pyrazol-4-yl]-7-(trifluoromethyl)[1,2,4]triazolo[1,5-c]quinazolin-5-yl}amino)azepin-2-one